BrC1=NC(=CC=C1OC(F)F)CBr 2-bromo-6-(bromomethyl)-3-(difluoromethoxy)pyridine